5-cyano-1-methyl-3-(trifluoromethyl)-1H-pyrazole-4-carboxylic acid ethyl ester C(C)OC(=O)C=1C(=NN(C1C#N)C)C(F)(F)F